N1C(CCC1C(=O)O)C(=O)O pyrrolidine-2,5-dicarboxylic acid